1-Hydroxy-2,2,6,6-tetramethyl-4-oxo-piperidine HCl Cl.ON1C(CC(CC1(C)C)=O)(C)C